zinc bismelamine diphosphate [O-]P([O-])(=O)OP(=O)([O-])[O-].N1=C(N)N=C(N)N=C1N.N1=C(N)N=C(N)N=C1N.[Zn+2].[Zn+2]